C1(CC1)C1=NC(=CC(=C1)C1=C(C=C(C#N)C=C1)C1=NN=CN1C)N1C(C2=C3C(C(=CC=C13)F)=CC(=C2)CNCCOC)=O 4-[2-Cyclopropyl-6-[6-fluoro-4-[(2-methoxyethylamino)methyl]-2-oxobenzo[cd]indol-1(2H)-yl]pyridin-4-yl]-3-(4-methyl-4H-1,2,4-triazol-3-yl)benzonitrile